2-(3-(2-(2-Aminoethoxy)ethoxy)propanamido)-N-(pyridin-2-yl)benzamide NCCOCCOCCC(=O)NC1=C(C(=O)NC2=NC=CC=C2)C=CC=C1